BrC1=CC=C2CC(NC2=C1F)=O 6-bromo-7-fluoro-1,3-dihydro-2H-Indol-2-one